NC1=NC=CC(=C1)C=1C=C2C=CN(C(C2=CC1)=O)CC=1C=C(C(=O)NC=2NC=CN2)C=CC1 3-((6-(2-Aminopyridin-4-yl)-1-oxoisoquinolin-2(1H)-yl)methyl)-N-(1H-imidazol-2-yl)benzamide